BrC1=C(SC(=C1)F)CC1=C(C=NN1)C(=O)N(C)OC 5-((3-bromo-5-fluorothiophen-2-yl)methyl)-N-methoxy-N-methyl-1H-pyrazole-4-carboxamide